6-(4-Chlorobenzyl)-3-(3,5-difluorobenzyl)-1,2,3,4,6,8,9,10-octahydro-5H-pyrido[3,4-e]pyrimido[1,2-a]pyrimidin-5-one ClC1=CC=C(CN2C=3N(C4=C(C2=O)CN(CC4)CC4=CC(=CC(=C4)F)F)CCCN3)C=C1